3-[2-(4-ethoxyphenylamino)-1-hydroxyethyl]-1H-1,2,4-triazole-5(4H)-thione C(C)OC1=CC=C(C=C1)NCC(O)C1=NNC(N1)=S